C(CCC)NC([C@H](NC1=NC=2C=CC=CC2C=2N1N=C(N2)C2=C(C=C(C=C2)Cl)OC(F)F)C)=O N-butyl-N2-{2-[4-chloro-2-(difluoromethoxy)phenyl][1,2,4]triazolo[1,5-c]quinazolin-5-yl}-D-alaninamide